C1(=C(C(=CC(=C1)C)C)B(O)C1=C(C=C(C=C1C)C)C)C Dimesitylborinic acid